(R)-1-(5-(5-(1-(3,5-dichloropyridin-4-yl)ethoxy)-6-methoxy-1H-indazol-3-yl)-2-(6-(methylsulfonyl)-2,6-diazaspiro[3.3]heptan-2-yl)pyridin-3-yl)-N,N-dimethylmethanamine ClC=1C=NC=C(C1[C@@H](C)OC=1C=C2C(=NNC2=CC1OC)C=1C=C(C(=NC1)N1CC2(C1)CN(C2)S(=O)(=O)C)CN(C)C)Cl